ClC=1C=C(C=CC1C(F)(F)F)O 3-chloro-4-(trifluoromethyl)phenol